sodium di(2-ethylhexyl sulfo) succinate C(CCC(=O)OS(=O)(=O)OCC(CCCC)CC)(=O)OS(=O)(=O)OCC(CCCC)CC.[Na]